2-hydroxy-2-(1-(2-((2-(2-methoxyphenyl)pyrimidin-4-yl)methoxy)phenyl)cyclopropyl)acetic acid ethyl ester C(C)OC(C(C1(CC1)C1=C(C=CC=C1)OCC1=NC(=NC=C1)C1=C(C=CC=C1)OC)O)=O